FC(C(C1=CC=C(C=C1)F)NS(=O)(=O)C1=CN=C(S1)C(=O)OC)(F)F Methyl 5-(N-(2,2,2-trifluoro-1-(4-fluorophenyl)ethyl)sulfamoyl)thiazole-2-carboxylate